C(C)(=O)OCC(=O)N1CC2=C(CC1)N(C=1C2=C(N=C(C1Cl)Cl)C1=NN(C=C1)C)C 2-(6,7-dichloro-5-methyl-9-(1-methyl-1H-pyrazol-3-yl)-3,4-dihydro-1H-pyrrolo[3,2-c:4,5-c']dipyridin-2(5H)-yl)-2-oxoethyl acetate